NC=1C=C(C=C(C1)C(F)(F)F)[C@@H](C)NC(=O)C1=NN(C(CC1)=O)C1=CC=CC=C1 N-[(1R)-1-[3-amino-5-(trifluoromethyl)phenyl]ethyl]-6-oxo-1-phenyl-4,5-dihydropyridazine-3-carboxamide